OCC=1N(C2=C(C(N(C=3C=CC=CC23)C2=CC=CC=C2)=O)N1)C 2-(hydroxymethyl)-1-methyl-5-phenyl-4,5-dihydroimidazo[4,5-c]quinolin-4-one